(2R,6R)-6-(isobutylthio)-2-methyl-2H-pyran-3(6H)-one-13C C(C(C)C)S[C@@H]1C=CC([13C@H](O1)C)=O